2-(3,4'-diethyl-[1,1'-biphenyl]-2-yl)acetic acid C(C)C=1C(=C(C=CC1)C1=CC=C(C=C1)CC)CC(=O)O